N[C@@H]1[C@@H](OCC12CCN(CC2)C=2C(NC(=CC2)SC2=C(C(=CC=C2)Cl)Cl)=O)C 3-((3S,4S)-4-amino-3-methyl-2-oxa-8-azaspiro[4.5]decan-8-yl)-6-((2,3-dichlorophenyl)thio)pyridin-2(1H)-one